C(#N)NS(=O)(=NC(NC1=C2CCCC2=C(C=2CCCC12)F)=O)C=1C=NN2C1OCC(C2)N2CC(C2)OC N-cyano-N'-((8-fluoro-1,2,3,5,6,7-hexahydro-s-indacen-4-yl)carbamoyl)-6-(3-methoxyazetidin-1-yl)-6,7-dihydro-5H-pyrazolo[5,1-b][1,3]oxazine-3-sulfonimidamide